(6S,7S)-7-cyclopropylmethyl-6-(2,6-difluoro-4-((1-pentylazetidin-3-yl)oxy)phenyl)-8-methyl-6,7,8,9-tetrahydro-3H-pyrazolo[3,4-H]Isoquinoline C1(CC1)C[C@@H]1N(CC=2C3=C(C=CC2[C@H]1C1=C(C=C(C=C1F)OC1CN(C1)CCCCC)F)NN=C3)C